C12C(C3CC(CC(C1)C3)C2)OC(NC=2N=CC3=CC(=C(C=C3C2)C2=C(C3=C(OCCN3)N=C2)C)F)=O Adamantan-2-yl-(7-fluoro-6-(8-methyl-2,3-dihydro-1H-pyrido[2,3-b][1,4]oxazin-7-yl)isochinolin-3-yl)carbamat